C(C)C=1CNC=2C=C3C(=NC2C1)OCC[C@H]1N(C3)C(CN(C1)C(=O)OC(C)(C)C)=O tert-butyl (R)-10-ethyl-l-1-oxo-1,2,4,4a,5,6,11,14-octahydro-3H,12H-pyrazino[1',2':5,6][1,5]oxazocino[2,3-b][1,5]naphthyridine-3-carboxylate